(dimethylphenyl)phosphine tetrakis(phenyl)borate C1(=CC=CC=C1)[B-](C1=CC=CC=C1)(C1=CC=CC=C1)C1=CC=CC=C1.CC=1C(=C(C=CC1)P)C